[F-].[Tb+3].[F-].[F-] Terbium(III) fluoride